tert-butyl (R,E)-2-(4-(4-(4-(hydroxyamino)but-1-en-1-yl)phenyl)-2,3,9-trimethyl-6H-thieno[3,2-f][1,2,4]triazolo[4,3-a][1,4]diazepin-6-yl)acetate ONCCC=CC1=CC=C(C=C1)\C\1=N/[C@@H](C=2N(C3=C1C(=C(S3)C)C)C(=NN2)C)CC(=O)OC(C)(C)C